FC(C(=O)O)(F)F.CC1=C(C(=O)N[C@H](C)C2=CC=CC3=CC=CC=C23)C=C(C=C1)NC[C@@H]1NCCCC1 2-methyl-N-((R)-1-(naphthalen-1-yl)ethyl)-5-((((R)-piperidin-2-yl)methyl)amino)benzamide 2,2,2-trifluoroacetate